COC1=CC=C(C=C1)C=CC(=O)C1=CC=CC=C1 3-(4-methoxyphenyl)-1-phenylpropan-2-en-1-one